ClC=1C=C(C=C(C1OC=1C=CC2=C(N(C(=N2)OC)C)C1)Cl)N1C(=NOC1=O)C(=O)N (3,5-dichloro-4-((2-methoxy-1-methyl-1H-benzo[d]imidazol-6-yl)oxy)phenyl)-5-oxo-4,5-dihydro-1,2,4-oxadiazole-3-carboxamide